6-chloro-3-isopropyl-8-methylsulfanyl-[1,2,4]triazolo[4,3-b]pyridazine ClC=1C=C(C=2N(N1)C(=NN2)C(C)C)SC